FC=1C=C(C=CC1)NC1=NC(=NC(=C1)C=1C=NC=C(C1)O)C1CCC(N(C1)C(C)=O)C (+)-1-(5-(4-((3-fluorophenyl)amino)-6-(5-hydroxypyridin-3-yl)pyrimidin-2-yl)-2-methylpiperidin-1-yl)ethan-1-one